N1=C(C=CC=C1)C1(CC2C(C1)C1(CCCC1)OC2)C(=O)O 5-(pyridin-2-yl)hexahydrospiro[cyclopenta[c]furan-1,1'-cyclopentane]-5-carboxylic acid